Ethyl 2-(4-(1-oxo-6-(4-(trifluoromethyl)phenyl)isoindolin-2-yl)phenyl)propanoate O=C1N(CC2=CC=C(C=C12)C1=CC=C(C=C1)C(F)(F)F)C1=CC=C(C=C1)C(C(=O)OCC)C